BrC1=CC(=C(C2=C1CCO2)C#N)F 4-bromo-6-fluoro-2,3-dihydrobenzofuran-7-carbonitrile